CC1(CC2=NC(C(C(=C2N1)C)=O)(C)C)C 1,2,3,5-tetrahydro-2,2,5,5,7-pentamethyl-6H-pyrrolo[3,2-B]pyridine-6-one